2-isopropenyl-5-acetyl-6-hydroxybenzofurane C(=C)(C)C=1OC2=C(C1)C=C(C(=C2)O)C(C)=O